N-(1,1-dimethyl-3-imidazoylpropyl)methacrylamide CC(CCC(=O)C=1NC=CN1)(C)NC(C(=C)C)=O